S(=O)(=O)(O)O.C(C)N1CCN(CC1)CC=1C=CC(=NC1)C1=C(C(=NC(=N1)N)C1=CC2=C(N(N=C2C=C1)C)C(C)C)F 5-((4-Ethylpiperazin-yl)methyl)pyridin-2-yl-5-fluoro-4-(3-isopropyl-2-methyl-2H-indazol-5-yl)pyrimidin-2-amine sulfate